Dimethyl 2-(1-(2-phenyl-1H-pyrrol-1-yl)cyclobutane-1-carbonyl)malonate C1(=CC=CC=C1)C=1N(C=CC1)C1(CCC1)C(=O)C(C(=O)OC)C(=O)OC